4-(triphenylene-2-yl)-6-(1,1'-biphenyl-4-yl)-dibenzothiophene C1=C(C=CC=2C3=CC=CC=C3C3=CC=CC=C3C12)C1=CC=CC2=C1SC1=C2C=CC=C1C1=CC=C(C=C1)C1=CC=CC=C1